ClC1=CC=C(C(=N1)C(=O)O)NC(C)C1=CC(=CC=2C=3N(C(=NC12)N1CCC(CC1)(F)F)C=C(N3)C3CC3)Cl 6-chloro-3-((1-(9-chloro-2-cyclopropyl-5-(4,4-difluoropiperidin-1-yl)imidazo[1,2-c]quinazolin-7-yl)ethyl)amino)picolinic acid